C(N)(=O)C=1C=C(C=CC1)CN1C2=C(C=CC=C2C=2CC(CCC12)CC)C(=O)O 9-[(3-carbamoylphenyl)methyl]-3-ethyl-2,3,4,9-tetrahydro-1H-carbazole-8-carboxylic acid